OC(C)(C)C1=CC(=NN1C1=CC=CC=C1)S(=O)(N)=NC(NC1=C2CCCC2=C(C=2CCCC12)\C=C\C)=O (E)-5-(2-hydroxypropan-2-yl)-1-phenyl-N'-((8-(prop-1-en-1-yl)-1,2,3,5,6,7-hexahydro-s-indacen-4-yl)carbamoyl)-1H-pyrazole-3-sulfonimidamide